3-[3-[2-(8-chloro-4-oxo-chromen-2-yl)-5-(trifluoromethyl)phenoxy]propoxy]-N-methylsulfonyl-cyclopentanecarboxamide ClC=1C=CC=C2C(C=C(OC12)C1=C(OCCCOC2CC(CC2)C(=O)NS(=O)(=O)C)C=C(C=C1)C(F)(F)F)=O